C1(CC1)N1N=CC(=C1)C1N(CCN(C1)C(=O)[O-])C(=O)OCC(Cl)(Cl)Cl (2,2,2-trichloroethyl) 2-(1-cyclopropylpyrazol-4-yl)piperazine-1,4-dicarboxylate